ClC=1C=C(C=CC1)C(C(C=1C=C2CCCC2=CC1)N(C([O-])=O)[C@H](C(=O)N[C@H](CO)C[C@H]1C(NCC1)=O)CC1CCCCC1)(C)C 2-(3-chlorophenyl)-1-(2,3-dihydro-1H-inden-5-yl)-2-methylpropyl((S)-3-cyclohexyl-1-(((S)-1-hydroxy-3-((S)-2-oxopyrrolidin-3-yl)propan-2-yl)amino)-1-oxopropan-2-yl)carbamate